CN1N=C2[C@@H](N(CCC2=C1OS(=O)(=O)C(F)(F)F)C(=O)OC(C)(C)C)C (S)-tert-butyl 2,7-dimethyl-3-(((trifluoromethyl) sulfonyl) oxy)-2,4,5,7-tetrahydro-6H-pyrazolo[3,4-c]pyridine-6-carboxylate